triethanol ammonium lauryl-sulphate C(CCCCCCCCCCC)OS(=O)(=O)[O-].[NH4+].C(C)O.C(C)O.C(C)O